C(C1=CC=CC=C1)OC1=CC=C2C(=NN(C2=C1)C)N 6-(benzyloxy)-1-methyl-1H-indazol-3-amine